3,5-difluoro-2-(4-fluorophenyl)pyridine 1-oxide FC=1C(=[N+](C=C(C1)F)[O-])C1=CC=C(C=C1)F